CN(C1=CC=C(C=CC=O)C=C1)C 4-(dimethylamino)-cinnamaldehyde